FC=1C(=NC=C2C(=C(C=NC12)OC)N1[C@@H]2CCN([C@@H]2C1)C(=O)OC(C)(C)C)C1=CC=CC2=CC=C(C(=C12)C#C[Si](C(C)C)(C(C)C)C(C)C)F tert-butyl (1R,5R)-6-(8-fluoro-7-(7-fluoro-8-((triisopropylsilyl)ethynyl)naphthalen-1-yl)-3-methoxy-1,6-naphthyridin-4-yl)-2,6-diazabicyclo[3.2.0]heptane-2-carboxylate